CC1=CC=C(C=C1)S(=O)(=O)[NH-] (4-toluenesulfonyl)amide